N1CC(C1)C1=CC=C(C=C1)N1N=C(C=C1C(F)F)C1CC1 1-[4-(azetidin-3-yl)phenyl]-3-cyclopropyl-5-(difluoromethyl)pyrazole